C12(CC3CC(CC(C1)C3)C2)C=CC(=O)[O-] adamantan-1-acrylate